C(C)(C)(C)NC(O[C@H]1C[C@H](CC1)C1=CC(=NN1)NC(=O)C1CC2=C(C=C(C(=C2C1)C=O)OCC1=CC=CC=C1)OC)=O (1R,3S)-3-(3-(5-(benzyloxy)-4-formyl-7-methoxy-2,3-dihydro-1H-indene-2-carboxamido)-1H-pyrazol-5-yl)cyclopentyl tert-butylcarbamate